C(C)C1=CC=C(S1)C(=O)O 5-ethylthiophene-2-carboxylic acid